(4r,6r)-tert-butyl 6-(4-((3-chloro-2,4-difluorophenyl)amino)quinazolin-6-yl)-1-azaspiro[3.3]heptane-1-carboxylate ClC=1C(=C(C=CC1F)NC1=NC=NC2=CC=C(C=C12)C1CC2(CCN2C(=O)OC(C)(C)C)C1)F